5-tert-butyl-2-chloropyridine C(C)(C)(C)C=1C=CC(=NC1)Cl